tert-butyl 3-((1H-pyrrolo[2,3-b]pyridin-5-yl)oxy)-4'-(1-phenylpyrrolidin-2-yl)-[1,1'-biphenyl]-4-carboxylate N1C=CC=2C1=NC=C(C2)OC=2C=C(C=CC2C(=O)OC(C)(C)C)C2=CC=C(C=C2)C2N(CCC2)C2=CC=CC=C2